C(C(O)C)(=O)O.N1=C(N)N=C(N)N=C1N melamine lactate